C(C1=CC=CC=C1)NCC1=CC(=CC=C1)[N+](=O)[O-] N-Benzyl-1-(3-nitrophenyl)methanamine